2-Amino-N-[5-[[1-(cyclopropylmethyl)pyrazol-3-yl]carbamoyl]-4-fluoro-2-methylphenyl]-1,3-thiazole-5-carboxamide NC=1SC(=CN1)C(=O)NC1=C(C=C(C(=C1)C(NC1=NN(C=C1)CC1CC1)=O)F)C